1,4-diaza-2-oxabicyclo[2.2.2]octane N12OCN(CC1)CC2